CC(C)(CC(CC)C)C 2,2,4-trimethylhexane